C1(=CC=CC=C1)C(C[Al])C (2-phenylpropyl)aluminum